C[C@]1(C[C@]2(CN(C(O2)=O)C2=NC=C(N=C2)C(F)(F)F)CCC1)CN1C=NC2=C1C=C(C=C2)C#N 1-(((5S,7S)-7-methyl-2-oxo-3-(5-(trifluoromethyl)pyrazin-2-yl)-1-oxa-3-azaspiro[4.5]decane-7-yl)methyl)-1H-benzo[d]imidazole-6-carbonitrile